C(C)(=O)NCC(CN1C(=NC2=C1C=C(C=C2)C(=O)O)CC2=C(C=C(C=C2)C2=NC(=CC=C2)OCC2=C(C=C(C=C2)C#N)F)F)OC (3-acetamido-2-methoxypropyl)-2-(4-(6-((4-cyano-2-fluorobenzyl)oxy)pyridin-2-yl)-2-fluorobenzyl)-1H-benzo[d]imidazole-6-carboxylic acid